5-(5-(3,3-difluoro-4,4-dimethylpyrrolidin-1-yl)imidazo[1,2-a]pyrimidin-7-yl)pyrimidine-2,4(1H,3H)-dione FC1(CN(CC1(C)C)C1=CC(=NC=2N1C=CN2)C=2C(NC(NC2)=O)=O)F